BrC1=C(C=C(C=C1)OC)C1N(CCN(C1)C(=O)OC(C)(C)C)C(=O)OC(C)(C)C di-tert-butyl 2-(2-bromo-5-methoxyphenyl)piperazine-1,4-dicarboxylate